The molecule is the maleate salt of 8-(6-methoxypyridin-3-yl)-3-methyl-1-[4-(piperazin-1-yl)-3-(trifluoromethyl)phenyl]-1,3-dihydro-2H-imidazo[4,5-c]quinolin-2-one. A dual PI3K/mTOR inhibitor. It has a role as an antineoplastic agent, a mTOR inhibitor and an EC 2.7.1.137 (phosphatidylinositol 3-kinase) inhibitor. It contains a BGT226(1+). CN1C2=CN=C3C=CC(=CC3=C2N(C1=O)C4=CC(=C(C=C4)N5CCNCC5)C(F)(F)F)C6=CN=C(C=C6)OC.C(=C\\C(=O)O)\\C(=O)O